3-(5-methyl-1,3-thiazol-2-yl)-5-[2-(1H-1,2,4-triazol-1-yl)ethoxy]-N-{(1R)-1-[6-(trifluoromethyl)pyridin-3-yl]ethyl}benzamide CC1=CN=C(S1)C=1C=C(C(=O)N[C@H](C)C=2C=NC(=CC2)C(F)(F)F)C=C(C1)OCCN1N=CN=C1